N-(4b-hydroxy-7-isopropyl-4-nitro-10-oxo-4b,10-dihydro-9bH-indeno[1,2-b]benzofuran-9b-yl)acetamide OC12OC3=C(C1(C(C1=CC=CC(=C12)[N+](=O)[O-])=O)NC(C)=O)C=CC(=C3)C(C)C